[N+](=O)([O-])C=1C=C(C=CC1)S(=O)(=O)C1CN(CC(C1=O)S(=O)(=O)C1=CC(=CC=C1)[N+](=O)[O-])S(=O)(=O)C1=CC=C(C=C1)F 3,5-bis(3-nitrobenzenesulfonyl)-N-(4-fluorobenzenesulfonyl)-4-piperidone